CNC(=O)N1C2=C(NCC1)C=CC=N2 N-methyl-1H,2H,3H,4H-pyrido[2,3-b]pyrazine-4-carboxamide